2-methyl-6-(tetrahydro-2H-pyran-4-yl)pyrido[4,3-d]pyrimidin-7(6H)-one CC=1N=CC=2C(N1)=CC(N(C2)C2CCOCC2)=O